N-(4-(5-amino-1-(1-isobutyrylpiperidin-3-yl)imidazo[1,5-c]pyrimidin-3-yl)benzyl)-5-fluoro-2-methoxybenzamide NC1=NC=CC=2N1C(=NC2C2CN(CCC2)C(C(C)C)=O)C2=CC=C(CNC(C1=C(C=CC(=C1)F)OC)=O)C=C2